4,6-difluoro-1H-indole-3-sulfonyl chloride FC1=C2C(=CNC2=CC(=C1)F)S(=O)(=O)Cl